FC=1C=C2C(=C(NC2=CC1)C(=O)OCC)C=1N=NN(C1)CC1CCN(CC1)CCNS(=O)(=O)C1=CC=C(C=C1)C(F)(F)F ethyl 5-fluoro-3-(1-((1-(2-((4-(trifluoromethyl)phenyl)sulfonamido)ethyl)piperidin-4-yl)methyl)-1H-1,2,3-triazol-4-yl)-1H-indole-2-carboxylate